N1N=NC2=C1C=C(C=C2)NC(C2=CC(=C(C=C2)O[Si](C)(C)C(C)(C)C)O[Si](C)(C)C(C)(C)C)=O N-(1H-benzo[d][1,2,3]triazol-6-yl)-3,4-bis((tert-butyldimethylsilyl)oxy)benzamide